8-bromo-1,2,3,4-tetrahydrocarbazole BrC=1C=CC=C2C=3CCCCC3NC12